FC(OC1=CC=C(C=C1)N1C(NCC2=C1C=C(C=N2)N(COCC[Si](C)(C)C)CC(F)(F)F)=O)F 1-(4-(difluoromethoxy)phenyl)-7-((2,2,2-trifluoroethyl)((2-(trimethylsilyl)ethoxy)methyl)amino)-3,4-dihydropyrido[3,2-d]pyrimidin-2(1H)-one